C(CCCC)C1=CC=C(C(=O)C2=C(C(=O)O)C=CC=C2)C=C1 2-(4-pentylbenzoyl)benzoic acid